NC1=NC=NN2C1=CC=C2[C@H]2[C@@H]([C@@H]([C@@](O2)(C#N)COP(=O)(OC2=CC=CC=C2)N[C@@H](C)C(=O)O[C@@H]2CC[C@H](CC2)C(F)(F)F)O)O trans-4-(trifluoromethyl)cyclohexyl ((((2R,3S,4R,5S)-5-(4-aminopyrrolo[2,1-f][1,2,4]triazin-7-yl)-2-cyano-3,4-dihydroxytetrahydrofuran-2-yl)methoxy)(phenoxy)phosphoryl)-L-alaninate